N-(3-methylpentane-2-yl)heptane-1,7-diamine CC(C(C)NCCCCCCCN)CC